O=C1NC(CC[C@@H]1N1CC2=CC=C(C(=C2C1=O)F)CNC(OC1CC(C1)N1C=NC=C1C(F)(F)F)=O)=O (1s,3s)-3-(5-(trifluoromethyl)-1H-imidazol-1-yl)cyclobutyl ((2-(2,6-dioxopiperidin-3-yl)-4-fluoro-3-oxoisoindolin-5-yl)methyl)carbamate